3,5-dihydroxy-2,4-bis-[(3'R-4'S-3'R-4'S)-p-menthenyl]-trans-stilbene OC=1C(=C(C=C(C1C1C=C(CCC1C(C)C)C)O)\C=C\C1=CC=CC=C1)C1C=C(CCC1C(C)C)C